propyl-aminoethyl-formamide iodide [I-].C(CC)N(C=O)CCN